C(C)C(CO[Zr](OCC(CCCC)CC)(OCC(CCCC)CC)OCC(CCCC)CC)CCCC.[Zr] zirconium tetra(2-ethylhexyloxy)zirconium